methyl 6-chloro-3-(((R)-1-(2-cyano-3-((S)-3-fluoro-3-methylpyrrolidin-1-yl)-7-methylquinoxalin-5-yl)ethyl)amino)picolinate ClC1=CC=C(C(=N1)C(=O)OC)N[C@H](C)C1=C2N=C(C(=NC2=CC(=C1)C)C#N)N1C[C@@](CC1)(C)F